N-(5-methoxy-2-nitrophenyl)cyclopropanesulfonamide COC=1C=CC(=C(C1)NS(=O)(=O)C1CC1)[N+](=O)[O-]